(4aR,6R,7R,8R,8aR)-8-(4-(4-chloro-3-(trifluoromethoxy)phenyl)-1H-1,2,3-triazol-1-yl)-7-methoxy-2,2-dimethylhexahydropyrano[3,2-d][1,3]dioxine-6-carboxylic acid ClC1=C(C=C(C=C1)C=1N=NN(C1)[C@@H]1[C@H]([C@@H](O[C@H]2[C@@H]1OC(OC2)(C)C)C(=O)O)OC)OC(F)(F)F